histidyl-threonyl-lysine N[C@@H](CC1=CNC=N1)C(=O)N[C@@H]([C@H](O)C)C(=O)N[C@@H](CCCCN)C(=O)O